2-(3-Amino-5-methyl-1H-pyrazol-1-yl)-N,N-dimethylacetamide NC1=NN(C(=C1)C)CC(=O)N(C)C